1-(2,4-dimethyl-1,3-thiazol-5-yl)-2-nitroethanol CC=1SC(=C(N1)C)C(C[N+](=O)[O-])O